O1C(CCCC1)N1N=C2C=CC(=CC2=C1)C(=O)N (tetrahydro-2H-pyran-2-yl)-2H-indazole-5-carboxamide